1-t-butoxycarbonyl-4-acetoxypiperidine C(C)(C)(C)OC(=O)N1CCC(CC1)OC(C)=O